dihydro-1,3-thiazole-2,4-dione S1C(NC(C1)=O)=O